(R)-tert-butyl (1-(3-(1-methyl-1,2,3,6-tetrahydropyridin-4-yl)-6-(methylamino)isoquinolin-1-yl)pyrrolidin-3-yl)carbamate CN1CCC(=CC1)C=1N=C(C2=CC=C(C=C2C1)NC)N1C[C@@H](CC1)NC(OC(C)(C)C)=O